[4-[2,4-difluoro-6-(2-methoxyethoxy)phenyl]-7-(1-methylindazol-5-yl)thieno[2,3-c]pyridin-5-yl] trifluoromethanesulfonate FC(S(=O)(=O)OC=1C(=C2C(=C(N1)C=1C=C3C=NN(C3=CC1)C)SC=C2)C2=C(C=C(C=C2OCCOC)F)F)(F)F